C(C)(=O)O.C(C)C(COCCO)O ETHYL-DIETHYLENE glycol acetate